BrC1=C(SC(=C1)C1=CC=CC=C1)C1=CC=CC=C1 3-bromo-2,5-diphenylthiophene